ClC1=C(C=CC=C1)C1CC=NN1C(=O)C12CC(C1)(C2)COC=2N=CC(=NC2)C#N 5-((3-(5-(2-chlorophenyl)-4,5-dihydro-1H-pyrazole-1-carbonyl)bicyclo[1.1.1]pentan-1-yl)methoxy)pyrazine-2-carbonitrile